C1(=CC=CC=C1)NCC1=C(C=CC=C1)F Phenyl-(o-fluorophenyl)methylamine